N1C=NC2=C1C=CC(=C2)C(=O)NNC(C2=CC(=C(C=C2)F)C#N)=O N'-(1H-1,3-benzodiazole-5-carbonyl)-3-cyano-4-fluorobenzohydrazide